CC(=O)C1=C(C=CC=C1Cl)Cl 2,6-dichloroacetophenone